N-(adamantan-2-yl)-7-((2-(2,6-dioxopiperidin-3-yl)-1-oxoisoindolin-4-yl)thio)heptanamide C12C(C3CC(CC(C1)C3)C2)NC(CCCCCCSC2=C3CN(C(C3=CC=C2)=O)C2C(NC(CC2)=O)=O)=O